4-cyclopropyl-7-(2-((2-cyclopropyl-4-(1-methylpiperidin-4-yl)phenyl)amino)-5-(trifluoromethyl)pyrimidin-4-yl)-3,4-dihydrothieno[2,3-f][1,4]thiazepin-5(2H)-one 1,1-dioxide C1(CC1)N1CCS(C2=C(C1=O)SC(=C2)C2=NC(=NC=C2C(F)(F)F)NC2=C(C=C(C=C2)C2CCN(CC2)C)C2CC2)(=O)=O